ClC1=C(C(=CC=C1Cl)OCOC)[C@@H](C[N+](=O)[O-])N[S@@](=O)C(C)(C)C (S)-N-[(1S)-1-[2,3-dichloro-6-(methoxymethoxy)phenyl]-2-nitroethyl]-2-methylpropane-2-sulfinamide